C(#N)N1C[C@H](CC1)C(=O)NC=1N=CN(C1)C1=C(C=CC(=C1)O[C@@H]1COCC1)C#N (S)-1-cyano-N-(1-(2-cyano-5-(((S)-tetrahydrofurane-3-yl)oxy)phenyl)-1H-imidazol-4-yl)pyrrolidine-3-carboxamide